C[N+]1=CC=CC=C1 methylpyridinium